(2R,3S)-3-(3,4,5-trihydroxyphenyl)-1,2,3,4-tetrahydronaphthalen-2-yl 3,4,5-trihydroxybenzoate OC=1C=C(C(=O)O[C@@H]2CC3=CC=CC=C3C[C@H]2C2=CC(=C(C(=C2)O)O)O)C=C(C1O)O